4-amino-N-(4-(3,4-dichloro-phenyl)but-3-yn-2-yl)piperidine-1-carboxamide hydrochloride Cl.NC1CCN(CC1)C(=O)NC(C)C#CC1=CC(=C(C=C1)Cl)Cl